Oxazole-2-carboxylic acid [(R)-7-(pyridin-3-ylmethoxy)-2,3-dihydro-benzo[1,4]dioxin-2-ylmethyl]-amide N1=CC(=CC=C1)COC=1C=CC2=C(O[C@@H](CO2)CNC(=O)C=2OC=CN2)C1